COCCOCCOCCOCCOC β-methoxyethoxyethyl ether